tert-butyl ((1R,4R)-4-((4-((5-cyclopropyl-1-methyl-1H-pyrazol-3-yl)(4-methoxybenzyl)amino)pyrimidin-2-yl)(methyl)amino)cyclohexyl)carbamate C1(CC1)C1=CC(=NN1C)N(C1=NC(=NC=C1)N(C1CCC(CC1)NC(OC(C)(C)C)=O)C)CC1=CC=C(C=C1)OC